hydroxy-3,5-bis(alpha,alpha-dimethylbenzyl)phenyl-benzotriazole OC1=C(C2=C(NN=N2)C=C1)C1=CC(=CC(=C1)C(C1=CC=CC=C1)(C)C)C(C1=CC=CC=C1)(C)C